CC1=NC(=CC(=N1)NC1=NN2C(C=C(C=C2)C2=C(C=NC(=C2)C)OCC2(COCCC2)O)=C1)C 3-[[4-[2-[(2,6-dimethylpyrimidin-4-yl)amino]pyrazolo[1,5-a]pyridin-5-yl]-6-methyl-3-pyridyl]oxymethyl]tetrahydropyran-3-ol